FC=1C(=NN(C1)C1=CC=CC=C1)S(=O)(N)=NC(NC1=C2C(=NC3=C1CCC3)[C@@H](CC2)C)=O 4-Fluoro-N'-(((R)-3-methyl-1,2,3,5,6,7-hexahydrodicyclopenta[b,e]pyridin-8-yl)carbamoyl)-1-phenyl-1H-pyrazole-3-sulfonimidamide